1-[(2-chloro-5-fluorophenyl)methyl]-6-(hydroxymethyl)piperidin-2-one ClC1=C(C=C(C=C1)F)CN1C(CCCC1CO)=O